2-(3-(4'-(diphenylamino)-[1,1'-biphenyl]-4-yl)imidazo[1,5-a]pyridin-1-yl)-1-methylpyridin-1-ium C1(=CC=CC=C1)N(C1=CC=C(C=C1)C1=CC=C(C=C1)C1=NC(=C2N1C=CC=C2)C2=[N+](C=CC=C2)C)C2=CC=CC=C2